(-)-3-Hydroxy-4-(2-methoxyphenyl)dihydrofuran-2(3H)-one OC1C(OCC1C1=C(C=CC=C1)OC)=O